5-[6-(4,4-Difluoropiperidin-1-yl)-5-fluoropyridin-3-yl]-1H-pyrazole-3-carboxylic acid ethyl ester C(C)OC(=O)C1=NNC(=C1)C=1C=NC(=C(C1)F)N1CCC(CC1)(F)F